C(C)(C)(C)NS(=O)(=O)C1=CC=CC(=N1)NC(=O)C1=NC=C(N=C1N1CCC2(CC2)CC1)NC(CO)(C)C N-(6-(N-(tert-butyl)sulfamoyl)pyridin-2-yl)-5-((1-hydroxy-2-methylpropan-2-yl)amino)-3-(6-azaspiro[2.5]octan-6-yl)pyrazine-2-carboxamide